N1(CCC[C@H]2CCCC[C@H]12)C([C@@H](CC1=CN=CN1)N(CC1=C(C=C(C=C1)OC)OC)C1CC1)=O (2R)-1-[(4aR,8aS)-decahydroquinolin-1-yl]-2-{cyclopropyl[(2,4-dimethoxyphenyl)methyl]amino}-3-(1H-imidazol-5-yl)propan-1-one